C(CC)CS(=O)(=O)ONC(CC1=C(C=C(C=C1)Br)[N+](=O)[O-])=O (2-(4-bromo-2-nitrophenyl) acetamido) propylmethanesulfonate